(R)-2-Fluoro-6-(3-(fluoromethyl)-4-(pyridazin-3-ylmethyl)piperazin-1-yl)-4-isobutylbenzoic acid FC1=C(C(=O)O)C(=CC(=C1)CC(C)C)N1C[C@@H](N(CC1)CC=1N=NC=CC1)CF